FC(C1=C(C#N)C(=CC(=C1)F)C1=CN=C2N1N=C(C=C2)C2=NC(=CC=C2)O[C@H](CN2N=NN=C2)C)F 2-(difluoromethyl)-4-fluoro-6-[6-(6-{[(2S)-1-(1H-tetrazol-1-yl)propan-2-yl]oxy}pyridin-2-yl)imidazo[1,2-b]pyridazin-3-yl]benzonitrile